Ethyl 2-[(1R,3R)-3-[(2S,3S)-N-hexyl-3-methyl-2-{[(2R)-1-methylpiperidin-2-yl]formamido}pentanamido]-1-hydroxy-4-methylpentyl]-1,3-thiazole-4-carboxylate C(CCCCC)N(C([C@H]([C@H](CC)C)NC(=O)[C@@H]1N(CCCC1)C)=O)[C@H](C[C@@H](O)C=1SC=C(N1)C(=O)OCC)C(C)C